FC(C1(C(N2N(CCC1)CCC2C2=NC=C(N=C2)C)=O)CC)F 6-(difluoromethyl)-6-ethyl-3-(5-methylpyrazin-2-yl)-1,2,3,7,8,9-hexahydropyrazolo[1,2-a]diazepin-5-one